1,4-di-tert-butyl 2-{[2-chloro-4-(2,2-dimethylpropanamido)pyridin-3-yl](hydroxy)methyl}butanedioate ClC1=NC=CC(=C1C(C(C(=O)OC(C)(C)C)CC(=O)OC(C)(C)C)O)NC(C(C)(C)C)=O